R-N-(3-(6-(4-(1,4-dimethyl-3-oxopiperazin-2-yl)phenylamino)-4-methyl-5-oxo-4,5-dihydropyrazin-2-yl)-2-methylphenyl)-4,5,6,7-tetrahydrobenzo[b]thiophene-2-carboxamide CN1[C@@H](C(N(CC1)C)=O)C1=CC=C(C=C1)NC=1C(N(C=C(N1)C=1C(=C(C=CC1)NC(=O)C1=CC2=C(S1)CCCC2)C)C)=O